(S)-N-benzyl-2-(2,5-dioxopyrrolidin-1-yl-3,3,4,4-d4)propanamide C(C1=CC=CC=C1)NC([C@H](C)N1C(C(C(C1=O)([2H])[2H])([2H])[2H])=O)=O